COC(=O)C1=CC=CC=2C(CS(N(C21)CC=C)(=O)=O)=O 1-allyl-4-oxo-3,4-dihydro-1H-2,1-benzothiazine-8-carboxylic acid methyl ester 2,2-dioxide